NC1=C(N=CC(=N1)N1C[C@@H]2[C@H](C1)CC(C2)(C#N)C)C2=C(C(=CC=C2)Cl)Cl (3aR,6aS)-2-(6-amino-5-(2,3-dichlorophenyl)pyrazin-2-yl)-5-methyl-octahydrocyclopenta[c]pyrrole-5-carbonitrile